(R)-N-(1-(6,7-difluoro-4-oxo-3,4-dihydrophthalazin-1-yl)ethyl)-N-methyl-4H-thieno[3,2-b]pyrrole-5-carboxamide FC=1C=C2C(NN=C(C2=CC1F)[C@@H](C)N(C(=O)C1=CC2=C(N1)C=CS2)C)=O